N[C@@H](CC(=O)OCC)C=1C=C(C=CC1F)C1=CC=CC=C1 ethyl (S)-3-amino-3-(4-fluorobiphenyl-3-yl)propanoate